N,N-diethyl-1,4-pentanediamine C(C)N(CCCC(C)N)CC